P(=O)(Cl)(Cl)OC(COC(C=C)(C)C)COCC#C (1,1-dimethylallyloxy)-3-(propargyloxy)-2-propanol dichlorophosphate